4-((5-((3-Hydroxybutyl)amino)-4-methylpyridin-3-yl)amino)-N-(4-(4-isopropylpiperazin-1-yl)phenyl)-2-oxo-1,2-dihydropyridine-3-carboxamide OC(CCNC=1C(=C(C=NC1)NC1=C(C(NC=C1)=O)C(=O)NC1=CC=C(C=C1)N1CCN(CC1)C(C)C)C)C